NCCCN1N=NN=C1SC1=C(C(=O)NC2=NC=C(C=C2F)C2CCCC2)C=C(C=C1)[N+](=O)[O-] 2-{[1-(3-aminopropyl)-1H-1,2,3,4-tetrazol-5-yl]sulfanyl}-N-(5-cyclopentyl-3-fluoropyridin-2-yl)-5-nitrobenzamide